C(C=C)(=O)NC(CS(=O)(=O)[O-])(C)C.[Li+] lithium 2-acrylamido-2-methylpropanesulfonate